COCCNC(=O)C1=CC2=C(N(C(=N2)NC=2OC3=C(N2)C=CC(=C3)OC(F)(F)F)CC3COCC3)C=C1 N-(2-methoxyethyl)-1-((tetrahydrofuran-3-yl)methyl)-2-((6-(trifluoromethoxy)-benzo[d]oxazol-2-yl)amino)-1H-benzo[d]imidazole-5-carboxamide